((4-(4-(3-(1-benzylpiperidin-4-yl)propionyl)phenyl)piperidin-1-yl)methyl)-1-methyl-1H-indole-5-carbonitrile C(C1=CC=CC=C1)N1CCC(CC1)CCC(=O)C1=CC=C(C=C1)C1CCN(CC1)CC=1N(C2=CC=C(C=C2C1)C#N)C